FC1=CC=C2C(=CC=NC2=C1)COC1=CC=CC(=N1)C1CCN(CC1)[C@@H](C)C1=NC=2C(=NC(=CC2)C(=O)O)N1C[C@H]1OCC1 2-((S)-1-(4-(6-((7-fluoroquinolin-4-yl)methoxy)pyridin-2-yl)piperidin-1-yl)ethyl)-3-(((S)-oxetan-2-yl)methyl)-3H-imidazo[4,5-b]pyridine-5-carboxylic acid